[Si](C)(C)(C(C)(C)C)OC[C@H](C1=CC=CC=C1)N1C(C2=CC(=CC=C2C1)C1=NC(=NC=C1)S(=O)(=O)C)=O (S)-2-(2-((tert-butyldimethylsilyl)oxy)-1-phenylethyl)-6-(2-(methylsulfonyl)pyrimidin-4-yl)isoindolin-1-one